C[C@@H]1CC[C@H](N(C1)C(C(=O)NC=1C=C(C=NC1)C(=O)N)=O)C1=CC=NC=C1 5-[[2-[(2S,5R)-5-methyl-2-(4-pyridyl)-1-piperidyl]-2-oxo-acetyl]amino]pyridine-3-carboxamide